C1=C(C=CC2=CC=CC=C12)C1=CC=C(C(=N1)N1C(C[C@@H](C1)C)(C)C)C(=O)NS(=O)(=O)C=1C(NC=CC1)=O 6-(2-Naphthyl)-N-[(2-oxo-1H-pyridin-3-yl)sulfonyl]-2-[(4S)-2,2,4-trimethylpyrrolidin-1-yl]pyridin-3-carboxamid